FC=1C=C2C(=NN(C2=CC1F)C1OCCCC1)C1=CC=C(C(=N1)C(C)C)NC(OC(C)(C)C)=O tert-butyl N-[6-[5,6-difluoro-1-(oxan-2-yl)indazol-3-yl]-2-isopropylpyridin-3-yl]carbamate